1-n-butylcarbamoyl-benzimidazole C(CCC)NC(=O)N1C=NC2=C1C=CC=C2